C([2H])([2H])([2H])N(C/C=C/C(=O)N(C)[C@H](C(=O)NCCC=1C=C(C=CC1)NC=1C(=NC(=C(N1)N(C)C(C)C)CC)C(=O)N)C)C([2H])([2H])[2H] (S,E)-3-((3-(2-(2-(4-(bis(methyl-d3)amino)-N-methylbut-2-enamido)propanamido)ethyl)phenyl)amino)-6-ethyl-5-(isopropyl(methyl)amino)pyrazine-2-carboxamide